6-((1S,2S)-2-(5-fluoropyrimidin-2-yl)cyclopropyl)-2-methylpyrimidin-4(3H)-one FC=1C=NC(=NC1)[C@@H]1[C@H](C1)C1=CC(NC(=N1)C)=O